C=C1CCC(N(C1)C(=O)OC(C)(C)C)C(=O)OCC 1-tert-butyl 2-ethyl 5-methylenepiperidine-1,2-dicarboxylate